N-(4-cyclohexylphenyl)-6-isopropyl-2-morpholino-6,7-dihydro-5H-pyrrolo[3,4-d]pyrimidin-4-amine C1(CCCCC1)C1=CC=C(C=C1)NC=1C2=C(N=C(N1)N1CCOCC1)CN(C2)C(C)C